ethyl-d5 methanesulfonate CS(=O)(=O)OC(C([2H])([2H])[2H])([2H])[2H]